Acryloxy(2-hydroxypropyl)phosphorylcholine C(=O)(C=C)OP(=O)(CC(C)O)OCC[N+](C)(C)C